(S)-8-bromo-9-fluoro-1,2,4a,5-tetrahydrobenzo[b]pyrazino[1,2-d][1,4]oxazine-3(4H)-carboxylic acid tert-butyl ester C(C)(C)(C)OC(=O)N1C[C@@H]2N(C3=C(OC2)C=C(C(=C3)F)Br)CC1